OC=1C=C(C=CC1O)[C@H](CCl)O R-1-(3,4-dihydroxyphenyl)-2-chloroethanol